CN1C(CNC(C1)=O)=O 1-methylpiperazine-2,5-dione